4-tert-butoxy-2-[4-(5-chloro-2-propionyl-phenyl)-2-oxo-5-(trideuteromethoxy)-1-pyridinyl]butanoic acid tert-butyl ester C(C)(C)(C)OC(C(CCOC(C)(C)C)N1C(C=C(C(=C1)OC([2H])([2H])[2H])C1=C(C=CC(=C1)Cl)C(CC)=O)=O)=O